7-fluoro-3-(methoxymethoxy)naphthalen-1-ol FC1=CC=C2C=C(C=C(C2=C1)O)OCOC